NC=1C=C2C(=CC=NC2=CC1C)OCCNN1CCC(CC1)N1C2=NC(=NC=C2N(C1=O)C)Cl 9-(1-((2-((6-Amino-7-methylquinolin-4-yl)oxy)ethyl)amino)piperidin-4-yl)-2-chloro-7-Methyl-7,9-dihydro-8H-purin-8-one